CC(C(C)=O)=O 2,3-butanedi-one